2-ethynyl-N-(1-phenylpiperidin-4-yl)thiazole-4-carboxamide C(#C)C=1SC=C(N1)C(=O)NC1CCN(CC1)C1=CC=CC=C1